NC=1SC(=NN1)C1=C(C=CC=C1)Cl 2-amino-5-(2-chlorophenyl)-1,3,4-thiadiazole